1-(4-chloro-1'-methyl-1-phenyl-1h,1'h-[3,4'-bipyrazole]-5-yl)-3-((3s,4r)-4-(5-fluoropyridin-3-yl)-1-(2-methoxyethyl)pyrrolidin-3-yl)urea ClC=1C(=NN(C1NC(=O)N[C@@H]1CN(C[C@H]1C=1C=NC=C(C1)F)CCOC)C1=CC=CC=C1)C=1C=NN(C1)C